NC1=NC2=C(C3=CN=CC=C13)C=C(C=C2)C(=O)N(C2CCC1=CC(=CC=C21)OC(F)(F)F)CC2CC2 5-amino-N-(cyclopropylmethyl)-N-(5-(trifluoromethoxy)-2,3-dihydro-1H-inden-1-yl)benzo[c][2,6]naphthyridin-9-carboxamide